C(C)OC(NC1=C(C=C(C=C1)NCC1=C(C(=CC=C1)F)C)OC1CCCC1)=O [2-Cyclopentyloxy-4-(3-fluoro-2-methylbenzylamino)-phenyl]-carbamic acid ethyl ester